3-methylhexahydropyrrolo[1,2-a]pyrazine-1,4-dione CC1NC(C2N(C1=O)CCC2)=O